C1(CC1)C1=C(C(=NO1)C1=C(C=CC=C1Cl)Cl)COC1CCN(CC1)C1=NC=C(C(=O)OC)C=C1 methyl 6-(4-((5-cyclopropyl-3-(2,6-dichlorophenyl)isoxazol-4-yl)methoxy)piperidin-1-yl)nicotinate